C(#N)C1=CC=C(C=C1)C1=CC(=CC=C1)C1=CC(=C(N1CC1=CC(=C(C=C1)S(N)(=O)=O)F)CC1CC1)C=1SC(=C(N1)C(=O)O)C 2-(5-(4'-cyano-[1,1'-biphenyl]-3-yl)-2-(cyclopropylmethyl)-1-(3-fluoro-4-sulfamoylbenzyl)-1H-pyrrol-3-yl)-5-methylthiazole-4-carboxylic acid